sodium hexane-1,6-disulfonate C(CCCCCS(=O)(=O)[O-])S(=O)(=O)[O-].[Na+].[Na+]